vinyl-pyrrolidone N,N-dimethyl-ethylammonioethyl-methacrylate salt C[N+](C)(CC)CCOC(C(=C)C)=O.C(=C)N1C(CCC1)=O